C(C)(C)(C)OC(=O)N1CCN(CC1)C(C1=C(C=C(C=C1)NC=1C=2N(C=CN1)C(=CN2)I)Cl)=O.C(C)(C)(C)C2=CC=C(NCC1=CC3=CC=CC=C3C=C1)C=C2 4-(tert-butyl)-N-(naphthalen-2-ylmethyl)aniline tert-Butyl-4-[2-chloro-4-[(3-iodoimidazo[1,2-a]pyrazin-8-yl)amino]benzoyl]piperazine-1-carboxylate